Butyldimethylimidazole C(CCC)C=1NC(=C(N1)C)C